CNC(=O)C1=CC=C(O1)/C=C/C(=O)OC methyl (E)-3-(5-(methylcarbamoyl)furan-2-yl)acrylate